FC1=CC=C(C=C1)C1=CC2=C(N=C/3N(C2=O)CCC\C3=C/C3=CC(=C(C(=C3)OC)OC)OC)O1 (E)-2-(4-fluorophenyl)-9-(3,4,5-trimethoxybenzylidene)-6,7,8,9-tetrahydro-4H-furo[2,3-d]pyrido[1,2-a]pyrimidin-4-one